2,3,5,6,7,8-hexahydrophthalazine C=1NNC=C2CCCCC12